ClC=1C(=C(C=CC1F)[C@H](NC(=O)N1[C@@H](C(NCC1)=O)C)C1=CN=C(S1)OCC(F)(F)F)F |o1:8| (2R)-N-((S or R)-(3-chloro-2,4-difluoro-phenyl)(2-(2,2,2-trifluoroethoxy)thiazol-5-yl)methyl)-2-methyl-3-oxopiperazine-1-carboxamide